(3R,3aS,6aR)-hexahydrofuro[2,3-b]furan-3-yl ((2S,3R)-1-(4-(benzyloxy)phenyl)-3-hydroxy-4-(N-((S)-2-methylbutyl)benzo[d][1,3]dioxole-5-sulfonamido)butan-2-yl)carbamate C(C1=CC=CC=C1)OC1=CC=C(C=C1)C[C@@H]([C@@H](CN(S(=O)(=O)C1=CC2=C(OCO2)C=C1)C[C@H](CC)C)O)NC(O[C@H]1CO[C@H]2OCC[C@H]21)=O